9,9-dimethyl-8-oxo-2-(5-(trifluoromethyl)isoxazole-3-carbonyl)-2-azaspiro[4.5]dec-6-ene-7-carbonitrile CC1(C(C(=CC2(CCN(C2)C(=O)C2=NOC(=C2)C(F)(F)F)C1)C#N)=O)C